4-oxo-1-(tetrahydro-2H-pyran-4-yl)-5-(p-tolyl)-1,4-dihydropyridazin-3-carboxylic acid O=C1C(=NN(C=C1C1=CC=C(C=C1)C)C1CCOCC1)C(=O)O